[Si](C)(C)(C)C=1C(=C(C=C(C1OC)OC)\C=C\C1=CC(=CC=C1)OC)OC TMS(trans-2,3',4,5-tetramethoxystilbene)